4-((2-(2,6-dioxopiperidin-3-yl)-1,3-dioxoisoindolin-4-yl)thio)-N-methylbutanamide O=C1NC(CCC1N1C(C2=CC=CC(=C2C1=O)SCCCC(=O)NC)=O)=O